[(2R,3S,11bR)-9,10-dimethoxy-3-(2-methylpropyl)-1H,2H,3H,4H,6H,7H,11bH-pyrido[2,1-a]isoquinolin-2-yl]methyl 2-carbamoylacetate C(N)(=O)CC(=O)OC[C@@H]1C[C@H]2N(CCC3=CC(=C(C=C23)OC)OC)C[C@H]1CC(C)C